(carboxymethyl)dimethyloleyl-ammonium hydroxide [OH-].C(=O)(O)C[N+](CCCCCCCC\C=C/CCCCCCCC)(C)C